1-aminonaphthalene-3,7-disulphonic acid NC1=CC(=CC2=CC=C(C=C12)S(=O)(=O)O)S(=O)(=O)O